C[C@H]1C=2C=CC=NC2CCN1 (S)-5-methyl-5,6,7,8-tetrahydro-1,6-naphthyridine